CCO[C@H](C1=C(C=C2C(=C1)C=CC(=O)O2)OC)[C@H](C(C)(C)O)O The molecule is a member of the class of coumarins that is 7-methoxycoumarin in which the hydrogen at position 6 has been replaced by a 1-ethoxy-2,3-dihydroxy-3-methylbutyl group (the R,R stereoisomer). Originally isolated from the roots of Angelica pubescens, angelol J shows strong inhibitory effects on human platelet aggregation. It has a role as a platelet aggregation inhibitor and a plant metabolite. It is a member of coumarins, an aromatic ether and a diol.